C(C)OC1=C(C=C(C=N1)C1=CC(=C2C(=N1)N=C(N2)C2=C(C=C(C=C2)N2CCCCC2)F)N(C)CC2(CCC2)COC)C(F)(F)F 1-(4-{5-[6-Ethoxy-5-(trifluoromethyl)pyridin-3-yl]-7-[{[1-(methoxymethyl)cyclobutyl]methyl}(methyl)amino]-1H-imidazo[4,5-b]pyridin-2-yl}-3-fluorophenyl)piperidin